C(C=C)(=O)N1C[C@H]2COC3=C(C(N2CC1)=O)C=CC(=C3Cl)C3=C1C=NNC1=CC=C3C (12AS)-2-propenoyl-10-chloro-9-(5-methyl-1H-indazol-4-yl)-1,2,3,4,12,12a-hexahydro-6H-benzo[f]pyrazino[2,1-c][1,4]oxazepin-6-one